4-oxo-3-(4-oxobutyl)azetidine-2-carboxylic acid benzyl ester C(C1=CC=CC=C1)OC(=O)C1NC(C1CCCC=O)=O